N-(3-(4-benzylpiperidin-1-yl)propyl)-1-(3-(4-(difluoromethoxy)phenyl)-1,2,4-oxadiazol-5-yl)piperidine-4-carboxamide C(C1=CC=CC=C1)C1CCN(CC1)CCCNC(=O)C1CCN(CC1)C1=NC(=NO1)C1=CC=C(C=C1)OC(F)F